ClC=1C=C(C=C(C1)C1=NC=CC=N1)C(C(=O)O)N(C(\C=C/Cl)=O)C1CC1 (Z)-2-(3-chloro-5-(pyrimidin-2-yl)phenyl)-2-(3-chloro-N-cyclopropyl-acrylamido)acetic acid